FC(C(=O)O)(F)F.C(C=C)N1N(C2=NC(=NC=C2C1=O)NC1=CC(=CC=C1)N1N=CC=C1)C1=NC(=CC=C1)OC1CCNCC1 2-allyl-1-[6-(4-piperidyloxy)-2-pyridyl]-6-[m-(1-pyrazolyl)phenylamino]-1,2-dihydro-3H-1,2,5,7-tetraazainden-3-one, trifluoroacetic acid salt